FC(OC1=CC=C(C=C1)C1=CC(=CC=C1)CC(=O)O)(F)F 2-(4'-(trifluoromethoxy)-[1,1'-biphenyl]-3-yl)acetic acid